COC=1C(=C2C=CN(C2=C(C1)C)C(=O)OC(C)(C)C)CN1C(CN(CC1)CCC(F)(F)F)C1=CC(=C(C=C1)C(=O)OC)OS(=O)(=O)C(F)(F)F tert-Butyl 5-methoxy-4-((2-(4-(methoxycarbonyl)-3-(trifluoromethanesulfonyloxy)phenyl)-4-(3,3,3-trifluoropropyl)piperazin-1-yl)methyl)-7-methylindole-1-carboxylate